NC=1SC=C(N1)\C(\C(=O)NC=1C=CC(=C(C(=O)O)C1)[N+](=O)[O-])=N/OC (E)-5-(2-(2-aminothiazole-4-yl)-2-(methoxyimino)acetamido)-2-nitrobenzoic acid